C1(CC1)C(=O)C1C2CC2CC1=O 2-(cyclopropanecarbonyl)bicyclo[3.1.0]hexan-3-one